NC1=C(C(=NN1C)C1=CC2C(CN(C2)C(=O)OC(C)(C)C)C1)C(NC1=CC(=C(C=C1)F)Cl)=O tert-Butyl 5-(5-amino-4-(3-chloro-4-fluorophenylcarbamoyl)-1-methyl-1H-pyrazol-3-yl)-3,3a,6,6a-tetrahydrocyclopenta[c]pyrrole-2(1H)-carboxylate